Ethyl 3-(4-(2,3-dihydrobenzofuran-5-yl)butyl)-2H-azirine-2-carboxylate O1CCC2=C1C=CC(=C2)CCCCC=2C(N2)C(=O)OCC